methyl[1,4'-bipiperidine] dihydrochloride Cl.Cl.CC1N(CCCC1)C1CCNCC1